2-ethyl-4-(4-methoxy-2-methylthieno[3,2-e]benzofuran-7-yl)-4-oxobutanoic acid C(C)C(C(=O)O)CC(=O)C1=CC2=C(C=C(C3=C2C=C(O3)C)OC)S1